propane sodium salt [Na].CCC